4-((8-oxabicyclo[3.2.1]oct-3-yl)amino)-2-chloropyrimidine-5-carboxylic acid ethyl ester C(C)OC(=O)C=1C(=NC(=NC1)Cl)NC1CC2CCC(C1)O2